C(=C)P(OCCCl)(OCCCl)=O di(β-chloroethyl) vinylphosphonate